(R,S)-1-(3-Amino-6-methoxy-1H-indazol-1-yl)-2-methyl-3-phenoxypropan-1-one NC1=NN(C2=CC(=CC=C12)OC)C([C@@H](COC1=CC=CC=C1)C)=O